3-(5-(4-methylpiperazine-1-carbonyl)pyridin-3-yl)-3-(5-(2-(5,6,7,8-tetrahydro-1,8-naphthyridin-2-yl)ethoxy)-1H-indazol-1-yl)propionic acid CN1CCN(CC1)C(=O)C=1C=C(C=NC1)C(CC(=O)O)N1N=CC2=CC(=CC=C12)OCCC1=NC=2NCCCC2C=C1